C(C)(C)(C)C1=C(C=CC(C1)(O)C(C)(C)C)NC1=CC=C(C=C1)N(C1=C(CC(C=C1)(C(C)(C)C)O)C(C)(C)C)C1=C(CC(C=C1)(C(C)(C)C)O)C(C)(C)C tris[2,4-di-tert-butyl-4-hydroxyphenyl]p-phenylenediamine